ClC=1C=CC2=C(N(C(C(N2C)=O)=O)C2CCNCC2)N1 4-(6-chloro-1-methyl-2,3-dioxo-2,3-dihydropyrido[2,3-b]pyrazin-4(1H)-yl)piperidin